5-chloro-3-methylisoxazole-4-carboxylic acid ClC1=C(C(=NO1)C)C(=O)O